FC=1C=C(C=CC1OC)C1=NOC(=C1)NC1=NC(=NC=C1)N1CCOCC1 3-(3-fluoro-4-methoxyphenyl)-N-(2-morpholinopyrimidin-4-yl)isoxazol-5-amine